N-(2-cyclopropylethyl)aniline C1(CC1)CCNC1=CC=CC=C1